1-[4-(difluoromethyl)-phenyl]-N-[4-[2-[[4-(dimethylamino)cyclohexyl]amino]-8-isopropyl-7-oxo-pteridin-6-yl]-2,6-difluoro-phenyl]-methanesulfonamide FC(C1=CC=C(C=C1)CS(=O)(=O)NC1=C(C=C(C=C1F)C1=NC=2C=NC(=NC2N(C1=O)C(C)C)NC1CCC(CC1)N(C)C)F)F